[Cu].[Cu].[Al] aluminum copper-copper